COCCOCCOCCOCCOCCOCCOCCOC1(CCNCC1)C(=O)OC methyl 4-((2,5,8,11,14,17,20-heptaoxadocosan-22-yl)oxy)piperidine-4-carboxylate